[N+](=O)([O-])C=1C=CC(=NC1)O[C@@H](CNC1=NC=NC(=C1Cl)CC)C |r| (RS)-N-(2-((5-nitropyridin-2-yl)oxy)propyl)-5-chloro-6-ethylpyrimidin-4-amine